ClC=1C=C(C=C(C1)F)[C@H]1[C@@H](CN(C1)CCOC)NC(NC1=C(C(=NN1C1=CC=CC=C1)C)C(=O)N)=O 5-(3-((trans)-4-(3-chloro-5-fluorophenyl)-1-(2-methoxyethyl)pyrrolidin-3-yl)ureido)-3-methyl-1-phenyl-1H-pyrazole-4-carboxamide